C1(CCCCC1)S(=O)(=O)NCC=1N=NN(C1)CC1=CC=C(C=C1)NC(=O)C(C(=O)OCC)CC(C)C Ethyl 2-[[4-[[4-[(cyclohexylsulfonylamino)methyl]triazol-1-yl]methyl]phenyl]carbamoyl]-4-methyl-pentanoate